ClC1=C(C=CC=C1Cl)N1N=C2N=C(N=C(C2=C1)C)S(=O)(=O)C (2,3-dichlorophenyl)-4-methyl-6-(methylsulfonyl)-2H-pyrazolo[3,4-d]pyrimidine